2-acetamido-N-(5-(trifluoromethyl)thiophen-2-yl)benzamide C(C)(=O)NC1=C(C(=O)NC=2SC(=CC2)C(F)(F)F)C=CC=C1